CC1(CN(CC(O1)(C)C)C=1N=CC2=C(N1)C(=NN2)C)C 2,2,6,6-Tetramethyl-4-(3-methyl-1H-pyrazolo[4,3-d]pyrimidin-5-yl)morpholine